CN1CC2(C3=C1C=NC=1C=CC(=CC31)C=3C=NC1=NC=CC=C1C3)CC2 3'-Methyl-8'-(1,8-naphthyridin-3-yl)spiro[cyclopropane-1,1'-pyrrolo[2,3-c]quinolin]